1-methoxy-indole CON1C=CC2=CC=CC=C12